C(C=C)(=O)N1CC(C1)CN1[C@H]2CN([C@@H](C1)C2)C2=CC=C(C=N2)C=2C=C(C=1N(C2)N=CC1C#N)OC 6-(6-((1R,4R)-5-((1-acryloylazetidin-3-yl)methyl)-2,5-diazabicyclo[2.2.1]heptan-2-yl)pyridin-3-yl)-4-methoxypyrazolo[1,5-a]pyridine-3-carbonitrile